2-(2-(2-methylcyclohexyl)ethyl)-1,4-dihydroisoquinolin-3(2H)-one CC1C(CCCC1)CCN1CC2=CC=CC=C2CC1=O